S1C=C(C=C1)CCP(O)(O)=O 2-thiophen-3-yl-ethyl-phosphonic acid